BrC1=CC=C2C(=N1)N=C(O2)N[C@H]2CN(CCC2)CC2C(CC2)=O 2-[[(3R)-3-[(5-bromooxazolo[4,5-b]pyridin-2-yl)amino]-1-piperidyl]methyl]-cyclobutanone